C(C(O)CC(=O)O)(=O)[O-].S(=O)(=O)(OCCCCCCCCCCCC)O.[Na+] sodium dodecyl sulfate malate